N-(2-aminoethyl)-5-chloro-8-isoquinolinesulfonamide NCCNS(=O)(=O)C=1C=CC(=C2C=CN=CC12)Cl